Methyl (4-chloro-6-(((2-((1-methylpiperidin-4-yl)methoxy)pyridin-4-yl)methyl)amino)isoquinolin-1-yl)carbamate ClC1=CN=C(C2=CC=C(C=C12)NCC1=CC(=NC=C1)OCC1CCN(CC1)C)NC(OC)=O